3-cyclopropyl-6,7-dihydro-5H-thieno[3,2-b]pyran-6-amine TFA salt OC(=O)C(F)(F)F.C1(CC1)C1=CSC2=C1OCC(C2)N